FC(C=1C=C(C=CC1)/C=C/B(O)O)(F)F trans-2-[3-(trifluoromethyl)phenyl]vinylboronic acid